FC1(OC2=C(O1)C=CC(=C2)NC2=NC=C(C(=C2)N2C=NC(=C2)C(=O)NC(CO)C2=CC=CC=C2)C)F 1-(2-((2,2-difluorobenzo[d][1,3]dioxol-5-yl)amino)-5-methylpyridin-4-yl)-N-(2-hydroxy-1-phenylethyl)-1H-imidazole-4-carboxamide